Isopropoxypyrimidine-5-carboxamide tert-butyl-4-(6-(5-((2,4-difluorophenyl)sulfonamido)-6-methoxypyridin-3-yl)-8-fluoroquinazolin-4-yl)piperazine-1-carboxylate C(C)(C)(C)OC(=O)N1CCN(CC1)C1=NC=NC2=C(C=C(C=C12)C=1C=NC(=C(C1)NS(=O)(=O)C1=C(C=C(C=C1)F)F)OC)F.C(C)(C)OC1=NC=C(C=N1)C(=O)N